hydrogen disulfite S(=O)(O)OS(=O)[O-]